tert-butyl-7-methyl-3-oxo-2,3-dihydro[1,2,4]triazolo[4,3-a]pyridine C(C)(C)(C)N1N=C2N(C=CC(=C2)C)C1=O